NC1=NC2=C(N1CCC1=CC=C(C=C1)O[Si](C1=CC=CC=C1)(C1=CC=CC=C1)C(C)(C)C)C=CC(=C2)C#N 2-amino-1-(4-((tert-butyldiphenylsilyl)oxy)phenethyl)-1H-benzo[d]imidazole-5-carbonitrile